1,1,1,3,3,3-hexafluoro-propan-2-yl (R or S)-1-((4-methyltetrahydro-2H-pyran-4-yl)carbamoyl)-6-azaspiro[2.5]octane-6-carboxylate CC1(CCOCC1)NC(=O)[C@@H]1CC12CCN(CC2)C(=O)OC(C(F)(F)F)C(F)(F)F |o1:10|